O[C@@H]1CN(CC1)S(=O)(=O)C=1C=CC(=C(C1)C=1C2=C(C(N(C1)C([2H])([2H])[2H])=O)NC=C2)N2CCC1(CC1)CC2 (S)-4-(5-((3-hydroxylpyrrolidin-1-yl)sulfonyl)-2-(6-aza-spiro[2.5]octan-6-yl)phenyl)-6-trideuteromethyl-1H-pyrrolo[2,3-c]pyridin-7(6H)-one